ClC1=CC=C(C=C1)S(=O)(=O)N1N=C(C(C1)C1=CC=CC=C1)C1=CC=C(C=C1)Cl (Z)-N-((4-chlorophenyl)sulfonyl)-3-(4-chlorophenyl)-4-phenyl-4,5-dihydro-1H-pyrazole